FC1=C(C(=O)N[C@H](C(=O)O)CC2=C3C=CC=NC3=C(C=C2)C2=C(C=C(C=C2C(F)(F)F)F)OC)C(=CC=C1)F (2S)-2-(2,6-difluorobenzoylamino)-3-(8-(4-fluoro-2-methoxy-6-(trifluoromethyl)phenyl)quinolin-5-yl)propionic acid